1,8-bis(3-aminophenoxy)octane methacrylate C(C(=C)C)(=O)O.NC=1C=C(OCCCCCCCCOC2=CC(=CC=C2)N)C=CC1